NC1=C(C=2C(=NC(=C3C2C=CO3)C)N1C1=C(C(=CC=C1C)O)C)C#N 2-amino-3-(3-hydroxy-2,6-dimethylphenyl)-5-methylfuro[3,2-d]pyrrolo[2,3-b]pyridine-1-carbonitrile